BrC=1CCCC2=C(C1C1=CC=C(C=C1)CC1CN(C1)CCCF)C=CC(=C2OC)C(=O)OC Methyl 8-bromo-9-(4-((1-(3-fluoropropyl)azetidin-3-yl)methyl)phenyl)-4-methoxy-6,7-dihydro-5H-benzo[7]annulene-3-carboxylate